OC=1C=C(C=C(C1)O)C(CNC(C)(C)C)O 1-(3,5-dihydroxyphenyl)-2-tert-butylaminoethanol